[Br].C(CCC)N1C(N(C=C1)C)C 1-butyl-2,3-dimethyl-imidazole bromine salt